5,9-dimethyl-hexadecane CC(CCCC)CCCC(CCCCCCC)C